tert-butyl 2'-(3-chloro-1H-pyrrolo[2,3-b]pyridin-5-yl)-6',7'-dihydro-5'H-spiro[piperidine-4,4'-pyrazolo[1,5-a]pyridine]-1-carboxylate ClC1=CNC2=NC=C(C=C21)C2=NN1C(C3(CCC1)CCN(CC3)C(=O)OC(C)(C)C)=C2